C(C1=CC=CC=C1)OC[C@@H]1[C@H]([C@H]([C@@H](OC(C2=CC=C(C=C2)[N+](=O)[O-])=O)O1)OC(C1=CC=C(C=C1)[N+](=O)[O-])=O)OCCOCC1=CC=CC=C1 5-O-Benzyl-3-O-(2-benzyloxyethyl)-1,2-di-O-(4-nitrobenzoyl)-α-D-ribofuranose